C=O (E)-methanone